BrC1=CC=C2C(N(C=NC2=C1)C1=CC2=CN(N=C2C=C1)C)=O 7-bromo-3-(2-methyl-2H-indazol-5-yl)quinazolin-4(3H)-one